The molecule is a sulfoximide that is the sulfoximine derivative of an analogue of DL-methionine in which the S-methyl group is replaced by S-butyl. It has a role as an EC 6.3.2.2 (glutamate--cysteine ligase) inhibitor. It is a sulfoximide, a non-proteinogenic alpha-amino acid and a member of homocysteines. CCCCS(=N)(=O)CCC(C(=O)O)N